C(=O)C1=C2CC(CC2=C(C=C1OCC1=CC=C(C=C1)OC)OC)C(=O)OCC ethyl 4-formyl-7-methoxy-5-[(4-methoxyphenyl) methoxy]-2,3-dihydro-1H-indene-2-carboxylate